((4-(((6-(4-(tert-butyl)phenoxy)pyridin-3-yl)carbamoyl)oxy)-5,5-dimethylhexanamido)methylene)bis(phosphonic acid) C(C)(C)(C)C1=CC=C(OC2=CC=C(C=N2)NC(=O)OC(CCC(=O)NC(P(O)(O)=O)P(O)(O)=O)C(C)(C)C)C=C1